6,10-dimethylundec-5,9-dien-1-yn-4-ol CC(=CC(CC#C)O)CCC=C(C)C